N1=C(N=C(C2=C1C=CN2)N)N 5H-pyrrolo[3,2-d]pyrimidine-2,4-diamine